1-Benzyl-3-hydroxy-4-[([1,3]dioxolan-2-ylmethylmethylamino)methyl]pyridin-2(1H)-one C(C1=CC=CC=C1)N1C(C(=C(C=C1)CN(C)CC1OCCO1)O)=O